C(C)N1N=C(C=C1C(=O)N1CCC2(C(C2)CNC(=O)C2=CC=3C(=CN=CC3)O2)CC1)C N-[[6-(2-ethyl-5-methyl-pyrazole-3-carbonyl)-6-azaspiro[2.5]octan-2-yl]methyl]furo[2,3-c]pyridine-2-carboxamide